(1R,2S,4R)-4-hydroxy-2-methylcyclopentane-1-carboxylic acid ethyl ester C(C)OC(=O)[C@H]1[C@H](C[C@H](C1)O)C